C1(CC1)C=1SC=2C(N(C[C@H](C2N1)C)C(=O)OC(C)(C)C)=O Tert-butyl (7R)-2-cyclopropyl-7-methyl-4-oxo-6,7-dihydrothiazolo[5,4-c]pyridine-5-carboxylate